6-bromo-2-chloro-N-[(4-fluorothiophen-2-yl)methyl]pyrrolo[2,1-f][1,2,4]triazin-4-amine BrC=1C=C2C(=NC(=NN2C1)Cl)NCC=1SC=C(C1)F